methyl 3,3-dimethyl-2-oxo-1-(thiophen-3-ylmethyl)-2,3-dihydro-1H-pyrrolo[3,2-b]pyridine-6-carboxylate CC1(C(N(C=2C1=NC=C(C2)C(=O)OC)CC2=CSC=C2)=O)C